ClCC(=O)N1C2=C(OC[C@@H]1C)N=C(C(=C2)CC2=CC=C(C=C2)F)C(=O)NCC2CCOCC2 (S)-1-(2-chloroacetyl)-7-(4-fluorobenzyl)-2-methyl-N-((tetrahydro-2H-pyran-4-yl)methyl)-2,3-dihydro-1H-pyrido[2,3-b][1,4]oxazine-6-carboxamide